C(C(=C)C)(=O)OCCC[Si](OC)(OC)OC (3-methacryloxypropyl)-trimethoxysilane